ClC1=C(C=2C(=NC=CC2OC2=CC(=C(N)C=C2)F)N1)Cl 4-((2,3-dichloro-1H-pyrrolo[2,3-B]pyridin-4-yl)oxy)-2-fluoroaniline